N-[2-[[(2S)-2-amino-5-guanidino-pentanoyl]amino]ethyl]-4-[[3-(2-chloro-3-fluoro-4-methoxyphenyl)imidazo[1,2-a]pyrazin-8-yl]amino]-2-ethyl-benzamide formate C(=O)O.N[C@H](C(=O)NCCNC(C1=C(C=C(C=C1)NC=1C=2N(C=CN1)C(=CN2)C2=C(C(=C(C=C2)OC)F)Cl)CC)=O)CCCNC(=N)N